1,2-bis(glycidoxy)naphthalene sodium tetra(hexafluoroisopropyl)borate FC(C(C(F)(F)F)[B-](C(C(F)(F)F)C(F)(F)F)(C(C(F)(F)F)C(F)(F)F)C(C(F)(F)F)C(F)(F)F)(F)F.[Na+].C(C1CO1)OC1=C(C=CC2=CC=CC=C12)OCC1CO1